Zinc 2,3,9,10,16,17,23,24-octakis(octyloxy)-29H,31H-phthalocyanine CCCCCCCCOC1=CC2=C3NC(=C2C=C1OCCCCCCCC)NC4=C5C=C(C(=CC5=C([N-]4)NC6=C7C=C(C(=CC7=C(N6)NC8=C9C=C(C(=CC9=C(N3)[N-]8)OCCCCCCCC)OCCCCCCCC)OCCCCCCCC)OCCCCCCCC)OCCCCCCCC)OCCCCCCCC.[Zn+2]